5-(Ethoxycarbonylmethylene)cyclooctan C(C)OC(=O)C=C1CCCCCCC1